(S)-10-amino-2-cyclopropyl-3,3-difluoro-7-isopropyl-1,2,3,4-tetrahydro-[1,4]oxazepino[2,3-c]quinolin-6(7H)-one NC1=CC=2C3=C(C(N(C2C=C1)C(C)C)=O)OCC([C@@H](N3)C3CC3)(F)F